C(C=C)(=O)O.C(CC)[SiH2]C(OC)OC propyl-dimethoxymethylsilane acrylate